5,6-dichloro-N-(4-(4-chlorothien-2-yl)-5-(4-cyclohexylpiperazine-1-yl)thiazole-2-yl)nicotinamide Tert-butyl-((1r,4r)-4-(piperazin-1-yl)cyclohexyl)carbamate C(C)(C)(C)N(C(O)=O)C1CCC(CC1)N1CCNCC1.ClC=1C(=NC=C(C(=O)NC=2SC(=C(N2)C=2SC=C(C2)Cl)N2CCN(CC2)C2CCCCC2)C1)Cl